O1C(=S)N=CC2=CC=CC=C12 AZATHIOCOUMARINE